NC1=C(C2=C(C=3N(C(=C2)C)N=C(N3)C)N1C1=C(C(=CC=C1C)OC)C)C(=O)N 8-amino-9-(3-methoxy-2,6-dimethylphenyl)-2,5-dimethyl-9H-pyrrolo[2,3-c][1,2,4]triazolo[1,5-a]pyridine-7-carboxamide